CCCCCCCCC(CCCCCCCC)C(C(=O)OCC=1C(=NN(C1Br)CC1CC1)C)CCCCCCN(CCCCCCCC(OC(CC)CCCCCCCC)=O)CCCNC(=S)C1(CC1)C (5-bromo-1-(cyclopropylmethyl)-3-methyl-1H-pyrazol-4-yl)methanol Heptadecan-9-yl-8-((3-(1-methylcyclopropane-1-carbothioamido)propyl)(8-oxo-8-(undecan-3-yloxy)octyl)amino)octanoate